FC=1C=C(C=CC1OC)[C@H](CC(=O)OCC)N1C(C=2N(CC1)C=C(C2)CCC2NC1=NC=CC=C1CC2)=O Ethyl (3S)-3-(3-fluoro-4-methoxyphenyl)-3-(1-oxo-7-(2-(1,2,3,4-tetrahydro-1,8-naphthyridin-2-yl)ethyl)-3,4-dihydropyrrolo[1,2-a]pyrazin-2(1H)-yl)propanoate